4-[2-chloro-6-methyl-1-(4-methylbenzenesulfonyl)-7-oxopyrrolo[2,3-c]pyridin-4-yl]-5-[3-(2-hydroxypropan-2-yl)phenyl]-1-methylpyridin-2-one ClC1=CC2=C(C(N(C=C2C2=CC(N(C=C2C2=CC(=CC=C2)C(C)(C)O)C)=O)C)=O)N1S(=O)(=O)C1=CC=C(C=C1)C